[Li+].S(=O)(=O)([O-])[O-].[Fe+3].[F].S(=O)(=O)([O-])[O-] fluorine ferric sulfate lithium